FC1=CC=CC=2C(=N[C@@H](C(NC21)=O)NC(=O)C=2C(=NN1C2N=CC=C1)C=1C=NC(=CC1)NC(C)C)C1=CC=CC=C1 N-[(3S)-9-Fluoro-2-oxo-5-phenyl-1,3-dihydro-1,4-benzodiazepin-3-yl]-2-[6-(propan-2-ylamino)pyridin-3-yl]pyrazolo[1,5-a]pyrimidine-3-carboxamide